CN(C/C=C/C(=O)N1CC=2N(CC1)N=C(C2C2=CC=NC=C2)C=2C=C1C=CNC1=CC2)C (2E)-4-(dimethylamino)-1-[2-(1H-indol-5-yl)-3-(pyridin-4-yl)-6,7-dihydropyrazolo[1,5-a]pyrazin-5(4H)-yl]but-2-en-1-one